C(C)OC(=O)N1N=C(C=C1N)[C@@H]1C[C@@H](CC1)OC(NC(C)C)=O |r| racemic-cis-5-amino-3-(3-((isopropylcarbamoyl)oxy)cyclopentyl)-1H-pyrazole-1-carboxylic acid ethyl ester